C[C@@]12CCC=3N=C(SC3C2=CC[C@H]2[C@H]3[C@](CC[C@H]12)(C(CC3)O)C)C3=CC(=CC=C3)C (5aR,5bS,7aS,10aS,10bR)-5a,7a-dimethyl-2-(3-methylphenyl)-5,5a,5b,6,7,7a,8,9,10,10a,10b,11-dodecahydro-4H-cyclopenta[7,8]phenanthro[2,1-d]thiazol-8-ol